COC=1C(=C2C=CNC2=C(C1)C)CN1C(C2(C1)CCCC2)C2=CC=C(C(=O)O)C=C2 4-(2-((5-methoxy-7-methyl-1H-indol-4-yl)methyl)-2-azaspiro[3.4]octane-1-yl)benzoic acid